Cl.Cl.FC1=C(C=CC(=C1)C1CNCCO1)C=1N=C2SC3=C(N2C1)C=CC(=C3)C(=O)NC3CCN(CC3)C 2-(2-fluoro-4-(morpholin-2-yl)phenyl)-N-(1-methylpiperidin-4-yl)benzo[d]imidazo[2,1-b]thiazole-7-carboxamide dihydrochloride